NC1=CC(=C(OC=2N=C(SC2C2=NC(=NC=C2)N[C@@H]2CN(C[C@H](C2)F)C(=O)OC(C)(C)C)C)C=C1F)C tert-butyl (3S,5S)-3-[[4-[4-(4-amino-5-fluoro-2-methyl-phenoxy)-2-methyl-thiazol-5-yl]pyrimidin-2-yl]amino]-5-fluoro-piperidine-1-carboxylate